ClC1=CC=C(C=C1)N1N=C(N=C1)C(=O)N(C1=CC=C(C=C1)S(=O)(=O)C)C 1-(4-chlorophenyl)-N-methyl-N-(4-(methylsulfonyl)phenyl)-1H-1,2,4-triazole-3-carboxamide